O=C1NC=C(C(N1)=O)C=1C=C(C=2N(N1)C=CN2)N2CC(CC2)C2=CC=C(C(=O)NC)C=C2 4-(1-(6-(2,4-dioxo-1,2,3,4-tetrahydropyrimidin-5-yl)imidazo[1,2-b]pyridazin-8-yl)pyrrolidin-3-yl)-N-methylbenzamide